C(CCCCCCCCCCC(=O)N)CCCCCCCCCC(=O)N ethylenebis(decanoamide)